[N-](S(=O)(=O)C(F)(F)F)S(=O)(=O)C(F)(F)F.C(C)N1C=[N+](C=C1)C 1-ethyl-3-methylimidazolium bistrifluoromethanesulfonimide salt